2-methylnaphtho[2,1-d][1,3]oxazol-3-ium iodide [I-].CC=1OC2=C([NH+]1)C=CC1=CC=CC=C12